C(CCCC)S Pentanethiol